COCC1(CC=CC2=CC=C3C(=C12)C=CC=C3)COC 1,1-bis-(methoxymethyl)-benzonaphthalene